N[C@H](C(=O)O)CCC(=O)N[C@@H](CS)C(=O)NCC(=O)O.[Li] Lithium Glutathione